C(C)(C)(C)[Si](C1=CC=CC=C1)(C1=CC=CC=C1)OC(CCI)C\C=C\CCCCCCCC tert-butyl-{[(5E)-1-iodotetradec-5-en-3-yl]oxy}diphenylsilane